BrC=1C=C(C=CC1)C1(C=C(C1)CC#N)C1=NN=CN1C 2-(3-(3-bromophenyl)-3-(4-methyl-4H-1,2,4-triazol-3-yl)cyclobutenyl)acetonitrile